5-(3-phenoxypropyl)-1,3-thiazole-4-carboxylic acid O(C1=CC=CC=C1)CCCC1=C(N=CS1)C(=O)O